6-(4-chlorophenyl)-5-methyl-4-phenyl-3,4-dihydropyridone ClC1=CC=C(C=C1)C1=C(C(CC(N1)=O)C1=CC=CC=C1)C